CCCCCCCCCCCCCCCCCCCC(=O)OC[C@H](COP(=O)([O-])OCC[N+](C)(C)C)OC(=O)CCCCCCC/C=C\CCCCCCCC 1-eicosanoyl-2-(9Z-octadecenoyl)-sn-glycero-3-phosphocholine